2-(3-(2-(2-Aminoethoxy)ethoxy)propanamido)-N-(5-(trifluoromethyl)pyridin-2-yl)benzamide NCCOCCOCCC(=O)NC1=C(C(=O)NC2=NC=C(C=C2)C(F)(F)F)C=CC=C1